OC1=CC=C(C=C1)C[S+](F)(F)(F)C (4-hydroxyphenyl)dimethyl-trifluorosulfonium